C(#N)C=1C=C(C=NC1)CN1CC2=C(CC1)C(=CS2)C(=O)NC2=CC(=CC=C2)C(F)(F)F 6-((5-Cyanopyridin-3-yl)Methyl)-N-(3-(Trifluoromethyl)Phenyl)-4,5,6,7-Tetrahydrothieno[2,3-c]Pyridin-3-Carboxamid